C1OCC=2C=NC=3C=CC(=CC3C21)C(=O)N 1,3-dihydrofurano[3,4-c]quinolin-8-carboxamide